N1=CC=CC2=CC=CC(=C12)NC([O-])=O (quinolin-8-yl)carbamate